CCCCC/C=C\C/C=C\C/C=C\C/C=C\CCCCCC(=O)OC[C@H](COP(=O)([O-])OCC[N+](C)(C)C)OC(=O)CCC/C=C\C/C=C\C/C=C\C/C=C\C/C=C\CC 1-(7Z,10Z,13Z,16Z-docosatetraenoyl)-2-(5Z,8Z,11Z,14Z,17Z-eicosapentaenoyl)-glycero-3-phosphocholine